4-bromo-3,5-dimethylpicolinonitrile BrC1=C(C(=NC=C1C)C#N)C